(S)-4-Bromo-1-((tert-butyldimethylsilyl)oxy)-2,3-dihydro-1H-indene-5-carbonitrile BrC1=C2CC[C@@H](C2=CC=C1C#N)O[Si](C)(C)C(C)(C)C